O=C[C@H](O)[C@@H](O)[C@H](O)[C@H](O)C D-quinovose